[18F]fluorodopa [18F]N[C@H](C(=O)O)CC1=CC=C(O)C(O)=C1